4-(2-(but-1-yn-1-yl)-5-fluoropyridin-4-yl)piperazine-1-carboxylate C(#CCC)C1=NC=C(C(=C1)N1CCN(CC1)C(=O)[O-])F